N-(3'-(2-aminopyridin-4-yl)-2-fluoro-4'-methoxy-[1,1'-biphenyl]-4-yl)-4-ethoxy-1-(4-fluorophenyl)-2-oxo-1,2-dihydropyridine-3-carboxamide NC1=NC=CC(=C1)C=1C=C(C=CC1OC)C1=C(C=C(C=C1)NC(=O)C=1C(N(C=CC1OCC)C1=CC=C(C=C1)F)=O)F